COCOC1=C(C=CC(=C1)F)C(=O)C1=CC=CC=C1 (2-methoxymethyloxy-4-fluorophenyl)(phenyl)methanone